[F-].[F-].[Ti+2].C1(C=CC2=CC=CC=C12)C(C(C1=CC=CC=C1)=O)C(C1=CC=CC=C1)=O indenyl-(dibenzoylmethane) titanium difluoride